2-METHYL-1-NAPHTHALDEHYDE CC1=C(C2=CC=CC=C2C=C1)C=O